(1s,3S)-3-((3-methyl-4-oxo-8-(4-(trifluoromethyl)phenyl)-3,4-dihydropyrido[4,3-d]pyrimidin-5-yl)amino)cyclopentane-1-carboxamide CN1C=NC2=C(C1=O)C(=NC=C2C2=CC=C(C=C2)C(F)(F)F)N[C@@H]2C[C@H](CC2)C(=O)N